C(C)(=O)NC12CC(C1)(C2)CC(=O)OC methyl 2-[3-acetamidobicyclo[1.1.1]pentan-1-yl]acetate